NC(CCOCCCC1=CC=CC=2N(C(OC21)=O)C2C(NC(CC2)=O)=O)(C)C 3-[7-[3-(3-Amino-3-methyl-butoxy)propyl]-2-oxo-1,3-benzoxazol-3-yl]piperidine-2,6-dione